(S)-2-(5-(3-bromo-1H-pyrazol-5-yl)-1H-imidazol-1-yl)propan-1-ol BrC1=NNC(=C1)C1=CN=CN1[C@H](CO)C